2-(2-{2-[3-(1-acetylpiperidin-4-yl)-5'-cyano-1'-methyl-1H,1'H-[4,6'-biindazol]-1-yl]acetamido}acetamido)acetic acid C(C)(=O)N1CCC(CC1)C1=NN(C=2C=CC=C(C12)C1=C(C=C2C=NN(C2=C1)C)C#N)CC(=O)NCC(=O)NCC(=O)O